N,N-dimethyl-2-(((4-(5-(1-oxo-5-(piperidin-1-yl)-1,3-dihydro-2H-isoindol-2-yl)-1H-benzimidazol-2-yl)phenoxy)acetyl)amino)-2-phenylacetamide CN(C(C(C1=CC=CC=C1)NC(COC1=CC=C(C=C1)C1=NC2=C(N1)C=CC(=C2)N2C(C1=CC=C(C=C1C2)N2CCCCC2)=O)=O)=O)C